FC([C@@](C)(O)[C@H]1[C@@H]2CCN([C@H]([C@H]2CCC1)C)C(CC1=C(C(=NC=C1Cl)C(=C)OCC)Cl)=O)F 1-[(1S,4aR,5R,8aS)-5-[(1S)-2,2-difluoro-1-hydroxy-1-methyl-ethyl]-1-methyl-3,4,4a,5,6,7,8,8a-octahydro-1H-isoquinolin-2-yl]-2-[3,5-dichloro-2-(1-ethoxyvinyl)-4-pyridyl]ethanone